C1(CC1)C1=C(C(=CC=C1)F)N1CCC(CC1)N1C(N(C=2C(C1C)=CN(N2)C)CC2=C(C=CC=C2)C(F)(F)F)=O 5-[1-(2-Cyclopropyl-6-fluoro-phenyl)-piperidin-4-yl]-2,4-dimethyl-7-(2-trifluoromethyl-benzyl)-2,4,5,7-tetrahydro-pyrazolo[3,4-d]pyrimidin-6-one